[1,4]Thiazine-6(5H)-one S1CC=NCC1=O